9,10-dihydro-oxa-10-phosphaphenanthrene-10-oxide C1=CC=CC=2C3=CC=CC=C3OP(C12)=O